C(C1=CC=CC=C1)OC(=O)[C@H]1NC[C@@H](C1)C1=CC=C(C=C1)F.C(C)(C)(C)[Si](C1=CC=CC=C1)(C1=CC=CC=C1)OCCC(=C)C tert-butyl-((3-methylbut-3-en-1-yl)oxy)diphenylsilane benzyl-(2S,4S)-4-(4-fluorophenyl)pyrrolidine-2-carboxylate